C(CCC)C1=NC2(C(N1CC1=CC(=C(C=C1)C1=C(C=CC=C1)S(NC1=NOC(=C1Cl)C)(=O)=O)CC(=O)N(C)C)=O)CCCC2 2-(4-((2-Butyl-4-oxo-1,3-diazaspiro[4.4]non-1-en-3-yl)methyl)-2'-(N-(4-Chloro-5-methylisoxazol-3-yl)sulfamoyl)-[1,1'-biphenyl]-2-yl)-N,N-dimethylacetamide